N1=CC=CC=C1.CC(C)=C isobutylene pyridine salt